ethyl 7-(diethylamino)-2-oxo-2H-chromene-3-carboxylate C(C)N(C1=CC=C2C=C(C(OC2=C1)=O)C(=O)OCC)CC